3-(1H-imidazol-1-yl)-5-methoxyaniline N1(C=NC=C1)C=1C=C(N)C=C(C1)OC